FC(C1=NN=C(O1)CNC(OC(C)(C)C)=O)(F)F tert-Butyl (5-(trifluoromethyl)-1,3,4-oxadiazol-2-yl)methylcarbamate